3-(trifluoromethyl)-benzamide FC(C=1C=C(C(=O)N)C=CC1)(F)F